N-[3-[1-(1H-1,3-benzodiazol-2-yl)imidazo[1,5-a]pyrazin-6-yl]-2,4-difluorophenyl]-5-cyano-2-methoxypyridine-3-sulfonamide N1C(=NC2=C1C=CC=C2)C=2N=CN1C2C=NC(=C1)C=1C(=C(C=CC1F)NS(=O)(=O)C=1C(=NC=C(C1)C#N)OC)F